(1s,2s)-2-(tert-butoxycarbonylamino)cyclobutanecarboxylic acid C(C)(C)(C)OC(=O)N[C@@H]1[C@H](CC1)C(=O)O